methyl 5-chloro-1-(2-(1-methylpiperidin-4-yl)ethyl)-1H-pyrazole-3-carboxylate ClC1=CC(=NN1CCC1CCN(CC1)C)C(=O)OC